6,7-dihydroxyl-4-phenylcoumarin OC=1C=C2C(=CC(OC2=CC1O)=O)C1=CC=CC=C1